ClC=1C=NC(=C(C(=O)NC2CCC(CC2)CN2C(N(C3=NC=CC=C32)C=3C=C2C=C(N(C2=CC3)C)CO)=O)C1)C(F)F 5-chloro-2-(difluoromethyl)-N-((1r,4r)-4-((3-(2-(hydroxy-methyl)-1-methyl-1H-indol-5-yl)-2-oxo-2,3-dihydro-1H-imidazo[4,5-b]pyridin-1-yl)methyl)cyclohexyl)nicotinamide